tert-Butyl 8-[(E)-1-ethoxy-1-oxopent-2-en-3-yl]-1,4-dihydro-2,3-benzoxazine-3-carboxylate C(C)OC(\C=C(/CC)\C1=CC=CC=2CN(OCC21)C(=O)OC(C)(C)C)=O